C(C)OC1=C(C(=O)O)C(=CC(=C1)F)NC(=O)OCC 2-ethoxy-6-((ethoxycarbonyl)amino)-4-fluorobenzoic acid